ClC1=NC(=NC(=N1)Cl)C1=C(C=C(C=C1)OCC1OC1)O 2-(4,6-dichloro-1,3,5-triazin-2-yl)-5-(oxiran-2-ylmethoxy)phenol